N-((1r,4R)-4-(3-Chloro-4-cyanophenoxy)cyclohexyl)-6-((R)-3-((4-(4-(2,4-dioxotetrahydropyrimidin-1(2H)-yl)-1H-indazol-1-yl)piperidin-1-yl)methyl)piperidin-1-yl)pyridazine-3-carboxamide ClC=1C=C(OC2CCC(CC2)NC(=O)C=2N=NC(=CC2)N2C[C@H](CCC2)CN2CCC(CC2)N2N=CC3=C(C=CC=C23)N2C(NC(CC2)=O)=O)C=CC1C#N